CN(C=1C=CC=2N(N1)C(=CN2)C#CC=2C=NC=C(C(=O)NC1=CC(=C(C=C1)CN1CCN(CC1)C)C(F)(F)F)C2)C2CCOCC2 5-((6-(Methyl(tetrahydro-2H-pyran-4-yl)amino)imidazo[1,2-b]pyridazin-3-yl)ethynyl)-N-(4-((4-methylpiperazin-1-yl)methyl)-3-(trifluoromethyl)phenyl)nicotinamide